BrC=1C=CC(=NC1)N1CCC(CC1)[C@@H](N[S@@](=O)C(C)(C)C)C1=C(C=C(C(=C1)Cl)Cl)OCC=C (S)-N-[(R)-[1-(5-bromopyridin-2-yl)piperidin-4-yl][4,5-dichloro-2-(prop-2-en-1-yloxy)phenyl]methyl]-2-methylpropane-2-sulfinamide